C(C)C(C=O)CC1=CC=C(C=C1)C(C)(C)C ethyl-3-(p-tert-butylphenyl)propanal